4-chloro-pyrimidin-2-amine ClC1=NC(=NC=C1)N